FC1=C(C=C(C=C1)F)C([C@@H]([C@@H](C)C=1SC=C(N1)C1=CC=C(C#N)C=C1)O)N1N=CN=C1 4-{2-[(1R,2R)-(2,5-Difluorophenyl)-2-hydroxy-1-methyl-3-(1H-1,2,4-triazol-1-yl)propyl]-1,3-thiazol-4-yl}benzonitrile